(R)-(2-cyclopropyloxazol-5-yl)(4-(pyrazolo[1,5-a]pyridin-2-yl)-1,4,6,7-tetrahydro-5H-imidazo[4,5-c]pyridin-5-yl)methanone C1(CC1)C=1OC(=CN1)C(=O)N1[C@H](C2=C(CC1)NC=N2)C2=NN1C(C=CC=C1)=C2